1,3-dimethyl-1H,2H,3H,4H,5H-imidazo[4,5-d]pyridazine-2,4-dione CN1C(N(C2=C1C=NNC2=O)C)=O